N,N-dimethyl-3-(pyridin-2-yl)propan-1-amine CN(CCCC1=NC=CC=C1)C